S(=O)(=O)(O)O.C=CC1=CC=CC=C1 Styrene Sulfate